NC1=C(C=C(N=N1)C1=C(C=CC=C1)O)N1CC2CCC(C1)N2C2=CC(=NC=C2)C#CCN2C1(CCC2CC1)CO 2-[6-amino-5-[8-[2-[3-[1-(hydroxymethyl)-7-azabicyclo[2.2.1]heptan-7-yl]prop-1-ynyl]-4-pyridinyl]-3,8-diazabicyclo[3.2.1]oct-3-yl]pyridazin-3-yl]phenol